[Si](C)(C)(C(C)(C)C)OC[C@@H]1N(CC[C@@H](C1)NC)C(=O)OC(C)(C)C tert-Butyl (2R,4S)-2-(((tert-butyldimethylsilyl)oxy)methyl)-4-(methylamino)piperidine-1-carboxylate